1-(6-cyclohexyl-5-fluoropyridin-3-yl)-N-(5,6-difluoro-1H-indol-3-yl)-1H-1,2,3-triazole-4-carboxamide C1(CCCCC1)C1=C(C=C(C=N1)N1N=NC(=C1)C(=O)NC1=CNC2=CC(=C(C=C12)F)F)F